COC=1C(=C(C2=C(S(C3=C2C=CC=C3)=O)C1)CC1=CC(=C(C(=C1)C)OC)C)OC dimethoxy-(3,5-dimethyl-4-methoxyphenyl)methyldibenzothiophene-5-oxide